FS(C1=CC=CC(=N1)C(=O)OC)(F)(F)(F)F Methyl 6-(pentafluoro-sulfanyl)pyridine-2-carboxylate